FC(C=1C=CC=2N(N1)C(=CN2)C2=CC(=NC=C2)N2CC(OCC2)CNS(=O)(=O)C)F N-((4-(4-(6-(Difluoromethyl)imidazo[1,2-b]pyridazin-3-yl)pyridin-2-yl)morpholin-2-yl)methyl)methanesulfonamide